CN1N=CC2=CC=C(C(=C12)C1=C2C(=NC(=C1C#N)N1CC3(CN(C3)C(C=C)=O)CC1)C[C@H](OC2)C)C (7R)-4-(1,6-dimethyl-1H-indazol-7-yl)-7-methyl-2-(2-(2-propenoyl)-2,6-diazaspiro[3.4]octan-6-yl)-7,8-dihydro-5H-pyrano[4,3-b]pyridine-3-carbonitrile